(2S,3R,4S,5R,6R)-2-(2,3-dihydroxypropoxy)-6-(hydroxymethyl)oxane-3,4,5-triol OC(CO[C@H]1O[C@@H]([C@@H]([C@@H]([C@H]1O)O)O)CO)CO